C(\C=C\C(=O)O)(=O)O.CNC dimethylamine Fumarate